3-Amino-2-methylbenzoic acid NC=1C(=C(C(=O)O)C=CC1)C